C1(=CC=CC2=CC=CC=C12)C(=O)OCCC(CCO)C 3-methyl-1,5-pentanediol naphthalate